CN(CCOC1=CC(=C(C=N1)N)OC1=CC=CC=C1)C 6-(2-(Dimethylamino)ethoxy)-4-phenoxypyridin-3-amine